NC=1C(=NC(=C(N1)C1=CC=CC=C1)C1=CC(=NC(=C1)C)C)C(=O)O amino-6-(2,6-dimethylpyridin-4-yl)-5-phenylpyrazine-2-carboxylic acid